2-[benzenesulfonyl-(2-chloro-5-trifluoromethyl-phenyl)-amino]-N-[4-(4-methyl-piperazin-1-yl)-benzyl]-acetamide C1(=CC=CC=C1)S(=O)(=O)N(CC(=O)NCC1=CC=C(C=C1)N1CCN(CC1)C)C1=C(C=CC(=C1)C(F)(F)F)Cl